C1(=CC=CC=C1)C(CCCCCCCCCCCCCCC)O phenylhexadecan-1-ol